4-bromo-2-(1-cyano-2,2-difluorocyclopropyl)-3-fluorobenzoic acid methyl ester COC(C1=C(C(=C(C=C1)Br)F)C1(C(C1)(F)F)C#N)=O